2-({3-cyano-1-methyl-4-[4-(5-methyl-1,3-benzoxazol-2-yl)piperidin-1-yl]-2-oxo-1,2-dihydroquinolin-7-yl}oxy)acetamide C(#N)C=1C(N(C2=CC(=CC=C2C1N1CCC(CC1)C=1OC2=C(N1)C=C(C=C2)C)OCC(=O)N)C)=O